4-methyl-octan-1-one propyl-2-amino-4-methyl-thiazole-5-carboxylate C(CC)OC(=O)C1=C(N=C(S1)N)C.CC(CCC=O)CCCC